NC1=NC(=C(C=2C1=NN(N2)CC2=NN(C=C2)C)Br)C=2C=C(C#N)C=CC2 3-(4-amino-7-bromo-2-((1-methyl-1H-pyrazol-3-yl)methyl)-2H-[1,2,3]triazolo[4,5-c]pyridin-6-yl)benzonitrile